(4-(4-amino-6-(4-(1,1-dioxidoisothiazol-2(3H)-yl)phenyl)-7-methyl-7H-pyrrolo[2,3-d]pyrimidin-5-yl)phenyl)(pyrrolidin-1-yl)methanone NC=1C2=C(N=CN1)N(C(=C2C2=CC=C(C=C2)C(=O)N2CCCC2)C2=CC=C(C=C2)N2S(C=CC2)(=O)=O)C